1-[1-chloro-6-(3-chloro-1-isopropyl-1H-indazole-5-ylmethoxy)-3,4-dihydro-naphthalen-2-ylmethyl]-piperidine-4-carboxylic acid ClC1=C(CCC2=CC(=CC=C12)OCC=1C=C2C(=NN(C2=CC1)C(C)C)Cl)CN1CCC(CC1)C(=O)O